BrC1=C(C#N)C(=CC=C1)SC 2-bromo-6-(methylthio)benzonitrile